C(C)(C)(C)C=1SC2=C(N1)C(CC1(CCN(CC1)C(=O)C=1C=C(C(=C3C=NNC13)C)OC)C2)=O 2-(tert-butyl)-1'-(5-methoxy-4-methyl-1H-indazole-7-carbonyl)-5H-spiro[benzo[d]thiazole-6,4'-piperidin]-4(7H)-one